5-methoxy-4-((E)-2-(trans-4-(trifluoromethyl)cyclohexyl)ethenyl)picolinamide COC=1C(=CC(=NC1)C(=O)N)\C=C\[C@@H]1CC[C@H](CC1)C(F)(F)F